[Na].[Na].OC1=C(C(C(=C(C1=O)O)O)=O)O tetrahydroxy-p-benzoquinone disodium salt